(3R*,4R*)-1-Cyclohexyl-4-{[5-(2,4-difluoro-phenyl)-isoxazole-3-carbonyl]-amino}-piperidine-3-carboxylic acid (1-cyclobutyl-ethyl)-amide C1(CCC1)C(C)NC(=O)[C@@H]1CN(CC[C@H]1NC(=O)C1=NOC(=C1)C1=C(C=C(C=C1)F)F)C1CCCCC1 |o1:9,14|